2-(difluoromethoxy)-4-(5-(difluoromethyl)-6-(((R*)-3-hydroxy-3-methylbutan-2-yl)oxy)pyrazolo[1,5-a]pyrimidin-3-yl)-N-((1R,2S)-2-fluorocyclopropyl)-6-methoxybenzamide FC(OC1=C(C(=O)N[C@H]2[C@H](C2)F)C(=CC(=C1)C=1C=NN2C1N=C(C(=C2)O[C@H](C)C(C)(C)O)C(F)F)OC)F |o1:26|